2-[6-amino-5-[8-[2-[3-(3,4-dihydro-1H-pyrrolo[1,2-a]pyrazin-2-yl)prop-1-ynyl]-4-pyridinyl]-3,8-diazabicyclo[3.2.1]oct-3-yl]pyridazin-3-yl]phenol NC1=C(C=C(N=N1)C1=C(C=CC=C1)O)N1CC2CCC(C1)N2C2=CC(=NC=C2)C#CCN2CC=1N(CC2)C=CC1